(tert-butoxy)-N-({2-[2-({[(3-chloro(2-pyridyl))cyclobutyl]methyl}amino)pyrimidin-5-yl](1,3-thiazol-5-yl)}methyl)carboxamide C(C)(C)(C)OC(=O)NCC1=CN=C(S1)C=1C=NC(=NC1)NCC1(CCC1)C1=NC=CC=C1Cl